OC(CC(=O)[O-])(C)C.[K+].N[C@@H]1C2=CC=C(C=C2CC12CCN(CC2)C2=NC(=C(N=C2CO)C2=C(C(=CC=C2)Cl)Cl)C)NS(=O)(=O)C N-((S)-1-amino-1'-(5-(2,3-dichlorophenyl)-3-(hydroxymethyl)-6-methylpyrazin-2-yl)-1,3-dihydrospiro[inden-2,4'-piperidin]-5-yl)methanesulfonamide potassium 3-hydroxy-3-methylbutyrate